C(C)(=O)OCC(=O)C1=CCC2C3CCC4=CC(C=C[C@@]4(C3=CC[C@]12C)C)=O 2-((10S,13S)-10,13-dimethyl-3-oxo-6,7,8,10,12,13,14,15-octahydro-3H-cyclopenta[a]phenanthren-17-yl)-2-oxoethyl acetate